C(C)(=O)O.C(C)(=O)O.C(C)(=O)O.C(C)(=O)O.CNC(CN)CC1=CC=C(C=C1)[N+](=O)[O-] methyl 2-(4-nitrobenzyl)-ethylenediamine tetraacetate